3-benzoyl-thiourea C(C1=CC=CC=C1)(=O)NC(N)=S